FC(C(=O)O)(S(=O)(=O)C(C(C(C(C(C(C(C(F)(F)F)(F)F)(F)F)(F)F)(F)F)(F)F)(F)F)(F)F)F perfluorooctanesulfonyl-acetic acid